BrC1=NN(C(C2=CC=C(C=C12)N(C)C)=O)CC(=O)O 2-[4-bromo-6-(dimethylamino)-1-oxo-phthalazin-2-yl]Acetic acid